6-(4-(4-((2-(2,6-dioxopiperidin-3-yl)-7-fluoro-1,3-dioxoisoindolin-5-yl)methyl)piperazin-1-yl)piperidin-1-yl)-2-(4-phenoxyphenyl)nicotinamide O=C1NC(CCC1N1C(C2=C(C=C(C=C2C1=O)CN1CCN(CC1)C1CCN(CC1)C1=NC(=C(C(=O)N)C=C1)C1=CC=C(C=C1)OC1=CC=CC=C1)F)=O)=O